mono-octyl-di-n-octyltin dimaleate C(\C=C/C(=O)[O-])(=O)[O-].C(\C=C/C(=O)[O-])(=O)[O-].C(CCCCCCC)[Sn+4](CCCCCCCC)CCCCCCCC